CN1C=2C(C=3C=CC=CC13)=CC=1N(C2)C(=CN1)CC=1OC(=CC1)C 6-methyl-3-((5-methylfuran-2-yl)methyl)-6H-imidazo[1',2':1,6]Pyrido[3,4-b]Indole